C(#N)C=1C=C(C=C(C1)C)CC(=O)O 2-(3-cyano-5-methylphenyl)acetic acid